4,5-dichloro-2-methylbenzonitrile ClC1=CC(=C(C#N)C=C1Cl)C